CNC(=O)C1NCC(CC1)C1=CC=C(C=C1)C(F)(F)F N-methyl-5-(4-(trifluoromethyl)phenyl)piperidine-2-carboxamide